C(C)OCOCCCC(C)[Cu]C(CCCOCOCC)C.[Li] lithium bis[4-ethoxymethoxy-1-methylbutyl]copper